(2-(6-methyl-3-(2-nitro-1-(thiophen-2-yl)ethyl)-1H-indol-2-yl)phenyl)boronic acid CC1=CC=C2C(=C(NC2=C1)C1=C(C=CC=C1)B(O)O)C(C[N+](=O)[O-])C=1SC=CC1